4,5-dimethyl-4-aza-adamantane iodide salt [I-].CN1C2CC3CC(CC1(C3)C)C2